FC1=C(C=CC(=C1F)OC[C@@H]1OCCC1)NC=1C2=C(N=CN1)C=C(C(=N2)O[C@@H]2CNCC2)F N-[2,3-difluoro-4-[[(2R)-tetrahydrofuran-2-yl]methoxy]phenyl]-7-fluoro-6-[(3S)-pyrrolidin-3-yl]oxy-pyrido[3,2-d]pyrimidin-4-amine